CN(CCN)CC1=C(N=C(S1)C)C1=CC=C(C=C1)OC(F)(F)F N-methyl-N-(2-methyl-4-(4-trifluoromethoxyphenyl)thiazol-5-yl-methyl)-ethylenediamine